(Z)-4-(5-acetyl-2-fluorophenyl)-1-(4-amino-2-fluorobut-2-en-1-yl)-1H-benzo[d]imidazol-6-carbonitrile Hydrochloride Cl.C(C)(=O)C=1C=CC(=C(C1)C1=CC(=CC=2N(C=NC21)C/C(=C/CN)/F)C#N)F